CN(C)CC=1C=C(C(=C(C1)OCCCCCCCCCCCCCCCCCC(=O)[O-])OCCCCCCCCCCCCCCCCCC(=O)[O-])OCCCCCCCCCCCCCCCCCC(=O)[O-] ((5-((dimethylamino)methyl)benzene-1,2,3-triyl)tris(oxy))tris(decane-10,1-diyl)trioctanoate